FC=1C(=C(C=C2C=C(C(=CC12)OCCC(C#N)(C)C)O)O)N1S(NC(C1)=O)(=O)=O 4-{[8-fluoro-3,6-dihydroxy-7-(1,1,4-trioxo-1λ6,2,5-thiadiazolidin-2-yl)naphthalen-2-yl]oxy}-2,2-dimethylbutanenitrile